2-chloro-N-(5-methyl-1H-pyrazol-3-yl)-7-tosyl-7H-pyrrolo[2,3-d]pyrimidin-4-amine ClC=1N=C(C2=C(N1)N(C=C2)S(=O)(=O)C2=CC=C(C)C=C2)NC2=NNC(=C2)C